FC(C(=O)O)(F)F.FC(C(=O)O)(F)F.FC(C(=O)O)(F)F.C(C1=CC(C(=O)N)=CC=C1)(=O)N isophthalamide tri(2,2,2-trifluoroacetate)